(RS)-5-cyclopropyl-4-((2,2-difluoro-6-(4-(3-hydroxyoxetan-3-yl)phenyl)-7-azaspiro[3.5]non-7-yl)methyl)-7-methyl-1H-indole-1-carboxylic acid tert-butyl ester C(C)(C)(C)OC(=O)N1C=CC2=C(C(=CC(=C12)C)C1CC1)CN1[C@H](CC2(CC(C2)(F)F)CC1)C1=CC=C(C=C1)C1(COC1)O |r|